allyl-(triethoxysilylmethyl)(ethyl)amine C(C=C)N(CC)C[Si](OCC)(OCC)OCC